N1(CCCC1)C(=O)OC1=C(C=C(C=C1)C1=CN(C=2N=CN=C(C21)N)C)F 4-(4-amino-7-methyl-7H-pyrrolo[2,3-d]pyrimidin-5-yl)-2-fluorophenyl pyrrolidine-1-carboxylate